1-[2-(2-pyridyl)-1,2,4-triazol-3-yl]ethanone N1=C(C=CC=C1)N1N=CN=C1C(C)=O